(2R)-2-[(benzyloxy)methyl]morpholine C(C1=CC=CC=C1)OC[C@H]1CNCCO1